C(C)C1(C(=NC2=C(C=C(C=C12)C1=NC(=NC=C1F)NC1=CC=C(C=N1)N1CCNCC1)F)C)CC 4-(6-((4-(3,3-diethyl-7-fluoro-2-methyl-3H-indol-5-yl)-5-fluoropyrimidin-2-yl)amino)pyridin-3-yl)piperazine